1-(2-chloroethyl)piperidine hydrochloride Cl.ClCCN1CCCCC1